1,4-Dimethylpyrrolidin-3-yl (8-amino-7-fluoro-6-(8-methyl-2,3-dihydro-1H-pyrido[2,3-b][1,4]oxazin-7-yl)isoquinolin-3-yl)carbamate NC=1C(=C(C=C2C=C(N=CC12)NC(OC1CN(CC1C)C)=O)C1=C(C2=C(OCCN2)N=C1)C)F